CC1=NC(=C2N1C=CC=C2)C(=O)O 3-methylimidazo[1,5-a]pyridine-1-carboxylic acid